CN(C1=CC=C(C=C1)C1=CC=C(C=C1)CN(C(=O)C1CCCCC1)C1=CC(=CC=C1)C1=NC(=CN=C1)OC)C N-((4'-(Dimethylamino)-[1,1'-biphenyl]-4-yl)methyl)-N-(3-(6-methoxypyrazin-2-yl)phenyl)cyclohexanecarboxamide